3-[5-(2-fluorophenyl)-[1,2,4]oxadiazol-3-yl]benzoic acid FC1=C(C=CC=C1)C1=NC(=NO1)C=1C=C(C(=O)O)C=CC1